OC(CN(CCCC(=O)OC1=C(C=C(C(=O)OCCCN(C)C)C=C1OC)OC)CC(CCCCCCCCCC)O)CCCCCCCCCC 3-(Dimethylamino)propyl 4-((4-(bis(2-hydroxydodecyl)amino)butanoyl) oxy)-3,5-dimethoxybenzoate